C(C)(=O)N(C1=C(C=C(C=C1)C1=CC=C(C=N1)C(=O)NCC=1C(=NC=CC1)C)Cl)CCC 6-[4-[acetyl-(propyl)amino]-3-chloro-phenyl]-N-[(2-methyl-3-pyridinyl)methyl]pyridine-3-carboxamide